(±)-(5,5,8a-trimethyloctahydro-1H-spiro[naphthalene-2,2'-oxiran]-1-yl)methanol CC1(C2CCC3(OC3)C(C2(CCC1)C)CO)C